O.[Ca] calcium, hydrate